N-[[2-[3-(azetidin-1-yl)phenyl]-1,6-naphthyridin-7-yl]methyl]-1-methylsulfonyl-pyrrole-3-carboxamide N1(CCC1)C=1C=C(C=CC1)C1=NC2=CC(=NC=C2C=C1)CNC(=O)C1=CN(C=C1)S(=O)(=O)C